2-(p-tolyl)-5-(trifluoromethyl)furan-3-carboxamide C1(=CC=C(C=C1)C=1OC(=CC1C(=O)N)C(F)(F)F)C